(2S,7S*)-4-[(tert-butoxy)carbonyl]-6-ethoxy-1,4-oxazocane-2-carboxylic acid C(C)(C)(C)OC(=O)N1C[C@H](OCCC(C1)OCC)C(=O)O